2,6-Difluoro-4-((S)-3-(methyl((R)-1-methylpyrrolidin-3-yl)amino)-3-(3-(trifluoromethyl)phenethyl)piperidin-1-yl)-N-(pyrimidin-4-yl)benzenesulfonamide FC1=C(C(=CC(=C1)N1C[C@@](CCC1)(CCC1=CC(=CC=C1)C(F)(F)F)N([C@H]1CN(CC1)C)C)F)S(=O)(=O)NC1=NC=NC=C1